ClC[C@@H](CC1=C(C=C(C=C1)C)C)NC(=O)C1=C(C=NC2=CC=CC=C12)OC1=CC(=CC=C1)C(F)(F)F |r| N-[(2RS)-1-chloro-3-(2,4-dimethylphenyl)propan-2-yl]-3-[3-(trifluoro-methyl)phenoxy]quinoline-4-carboxamide